O1C(=NC=C1)CC=O 1,3-OXAZOL-2-YLACETALDEHYDE